6-Ethyl-4-(4-methoxy-4-methylpiperidin-1-yl)-2-oxo-1,2-dihydro-1,7-naphthyridine-3-carbonitrile C(C)C=1C=C2C(=C(C(NC2=CN1)=O)C#N)N1CCC(CC1)(C)OC